3,6-Bis(azetidin-1-yl)-10-(3-(trimethylsilyl)propyl)acridin-10-ium iodide [I-].N1(CCC1)C=1C=CC2=CC3=CC=C(C=C3[N+](=C2C1)CCC[Si](C)(C)C)N1CCC1